NCCC(=O)N1C(CC(CC1(C)C)N(C=1N=NC(=CC1)C1=C(C=C(C=C1)C=1C=NNC1)O)C1CCC1)(C)C 3-amino-1-(4-(cyclobutyl(6-(2-hydroxy-4-(1H-pyrazol-4-yl)phenyl)pyridazin-3-yl)amino)-2,2,6,6-tetramethylpiperidin-1-yl)propan-1-one